tert-butyl 2-(1-(dimethylamino)-2,2,2-trifluoroethyl)-7,8-dihydro-4H-pyrazolo[1,5-a][1,4]diazepine-5(6H)-carboxylate CN(C(C(F)(F)F)C1=NN2C(CN(CCC2)C(=O)OC(C)(C)C)=C1)C